4-(3,5-Dimethoxyphenyl)-2,4,7-trimethyloct-6-enal COC=1C=C(C=C(C1)OC)C(CC(C=O)C)(CC=C(C)C)C